8-chloro-6-(((S)-(1-((S)-1-fluoropropan-2-yl)-1H-1,2,3-triazol-4-yl)(quinolin-5-yl)methyl)amino)-4-(neopentylamino)quinoline-3-carbonitrile ClC=1C=C(C=C2C(=C(C=NC12)C#N)NCC(C)(C)C)N[C@@H](C1=C2C=CC=NC2=CC=C1)C=1N=NN(C1)[C@H](CF)C